(3-(2,2,2-trifluoroethoxy)phenyl)methylamine FC(COC=1C=C(C=CC1)CN)(F)F